C(C)C=1N(C=C(N1)C(=O)O)CC1COC1.C(C1=CC=CC=C1)(C1=CC=CC=C1)(C1=CC=CC=C1)N[C@@H](CC1=CNC=N1)C(=O)N[C@@H](CCC(=O)O)C(=O)O trityl-histidylglutamic acid Ethyl-1-(oxetan-3-ylmethyl)-1H-imidazole-4-carboxylate